2-(3,6-dihydro-2H-pyran-4-yl)-4-((3-(2-fluorophenyl)-5-methyl-5,6-dihydropyrrolo[3,4-c]pyrazole-2(4H)-yl)methyl)phenol O1CCC(=CC1)C1=C(C=CC(=C1)CN1N=C2C(=C1C1=C(C=CC=C1)F)CN(C2)C)O